2-(3,5-difluorophenyl)-N-(4-oxo-7-phenylthieno[2,3-d]pyridazin-5(4H)-yl)acetamide FC=1C=C(C=C(C1)F)CC(=O)NN1N=C(C2=C(C1=O)C=CS2)C2=CC=CC=C2